SCCSCCCSCCS 1,3-bis(mercaptoethylthio)propane